methyl thioacetate carbon [C].C(C)(=S)OC